4-((6-Chloro-1-cyclopropyl-1H-pyrazolo[3,4-d]pyrimidin-4-yl)aminomethyl)-benzenesulfonamide ClC1=NC(=C2C(=N1)N(N=C2)C2CC2)NCC2=CC=C(C=C2)S(=O)(=O)N